FCCN1CC(N(CC1)CC1=C2C=CN(C2=C(C=C1OC)C)C(=O)[O-])C1=CC=C(C=C1)C(=O)OC 4-((4-(2-fluoroethyl)-2-(4-(methoxycarbonyl)phenyl)piperazin-1-yl)methyl)-5-methoxy-7-methyl-1H-indole-1-carboxylate